S(OC1=CC=C(C=C1)OCC1=C(C=C(C=C1F)CN1N=CC=N1)F)(=O)(=O)F 4-((4-((2H-1,2,3-triazol-2-yl)methyl)-2,6-difluorobenzyl)oxy)phenyl sulfurofluoridate